[N+](=O)([O-])[O-].C[N+](CCCCCCCC)(CCCCCCCC)CCCCCCCC Methyl-tri-n-octyl-ammonium nitrat